C(C)(C)(C)OC(=O)N(C1=C2N=CN(C2=NC=N1)C(=O)OC(C)(C)C)C(=O)OC(C)(C)C tert-butyl 6-(bis(tert-butoxycarbonyl)amino)-9H-purine-9-carboxylate